C(C)C1(OC2=CC=C(C=C2C(C1)=O)C1=NC(=NO1)C1=CC2=C(NC(N2)=O)C=C1)CC 5-(5-(2,2-diethyl-4-oxochroman-6-yl)-1,2,4-oxadiazol-3-yl)-1H-benzo[d]imidazol-2(3H)-one